C1(CC1)N1CC2=C(CC1)N(C(=N2)C(=O)N)C 5-cyclopropyl-1-methyl-4,5,6,7-tetrahydro-1H-imidazo[4,5-c]pyridine-2-carboxamide